(4Z)-2-(1-adamantylamino)-4-(6-quinolylmethylene)-1H-imidazol-5-one C12(CC3CC(CC(C1)C3)C2)NC=2NC(/C(/N2)=C/C=2C=C3C=CC=NC3=CC2)=O